N-((1H-benzo[d]imidazol-6-yl)methyl)-N-(3-methoxybenzyl)-2-(morpholinomethyl)pyridin-4-amine N1C=NC2=C1C=C(C=C2)CN(C2=CC(=NC=C2)CN2CCOCC2)CC2=CC(=CC=C2)OC